C(C)(C)N1C(N(C(C(=C1)C(=O)O)=O)C1=CC=C(C=C1)OC)=O 1-isopropyl-3-(4-methoxyphenyl)-2,4-dioxo-1,2,3,4-tetrahydropyrimidine-5-formic acid